C(C)(=O)NC(CNC(=O)C1=NC=2N(C=C1)N=C(C2C2=CC(=NC(=C2)C)Cl)C2=CC(=CC=C2)C#N)(C)C N-(2-acetamido-2-methyl-propyl)-3-(2-chloro-6-methyl-4-pyridinyl)-2-(3-cyanophenyl)pyrazolo[1,5-a]pyrimidine-5-carboxamide